FC1=CC=2C(C=3N(C2C=C1)C(C1=C(N3)N=CC=C1)=O)=O 9-fluoropyrido[2',3':4,5]pyrimido[1,2-a]indole-5,11-dione